N-(4-(2-((3-aminopropyl)amino)-8-isopropylpyrido[3,2-d]pyrimidin-6-yl)-2-fluorophenyl)-1-phenylmethane-sulfonamide NCCCNC=1N=CC2=C(N1)C(=CC(=N2)C2=CC(=C(C=C2)NS(=O)(=O)CC2=CC=CC=C2)F)C(C)C